ketohexanoyl-CoA O=CCCCCC(=O)SCCNC(CCNC([C@@H](C(COP(OP(OC[C@@H]1[C@H]([C@H]([C@@H](O1)N1C=NC=2C(N)=NC=NC12)O)OP(=O)(O)O)(=O)O)(=O)O)(C)C)O)=O)=O